3-(5-amino-2-fluorophenyl)-3-((tert-butoxycarbonyl)amino)propionic acid NC=1C=CC(=C(C1)C(CC(=O)O)NC(=O)OC(C)(C)C)F